2-(pent-4-en-1-yl)isoindoline-1,3-dione C(CCC=C)N1C(C2=CC=CC=C2C1=O)=O